3-hydroxy-1-(4-(3-isopropyl-2-(2-methyl-[1,2,4]triazolo[1,5-a]pyridin-7-yl)-1H-indol-5-yl)piperidin-1-yl)-3-methylbutan-1-one OC(CC(=O)N1CCC(CC1)C=1C=C2C(=C(NC2=CC1)C1=CC=2N(C=C1)N=C(N2)C)C(C)C)(C)C